2-[Methyl-[4-[(E)-3-(4-propoxyphenyl)prop-2-enoyl]phenyl]sulfonylamino]acetic acid CN(CC(=O)O)S(=O)(=O)C1=CC=C(C=C1)C(\C=C\C1=CC=C(C=C1)OCCC)=O